C(CCCCCCCCC=C)(=O)O[C@H](C)CC(CCCC)=O |r| (±)-4-oxooctan-2-yl undec-10-enoate